Cl.COC([C@@H](NCl)C)=O chloroalanine methyl ester hydrochloride